5-(4-((3-ethyl-2,4-dioxo-1,2,3,4-tetrahydropyrido[2,3-d]pyrimidin-7-yl)methyl)piperazin-1-yl)-6-chloro-N-ethylpyridinecarboxamide C(C)N1C(NC2=C(C1=O)C=CC(=N2)CN2CCN(CC2)C=2C=CC(=NC2Cl)C(=O)NCC)=O